CC(=CC#N)CCC=C(CC)C 3,7-dimethylnonan-2,6-dienenitrile